3-bromo-6-methoxy-pyrazolo[1,5-a]pyridine BrC=1C=NN2C1C=CC(=C2)OC